N-(2-(2-(5-chloro-1H-indol-3-yl)propan-2-yl)phenyl)-4-(3-(piperazin-1-yl)propoxy)benzenesulfonamide ClC=1C=C2C(=CNC2=CC1)C(C)(C)C1=C(C=CC=C1)NS(=O)(=O)C1=CC=C(C=C1)OCCCN1CCNCC1